C1(CC1)CNC=1N=CC2=C(N1)NC=C2C=2C=C(C=1N(C2)C=CN1)F N-(cyclopropylmethyl)-5-(8-fluoroimidazo[1,2-a]pyridin-6-yl)-7H-pyrrolo[2,3-d]pyrimidin-2-amine